ClC1=CC(=C2C(=N1)C(=NN2COCC[Si](C)(C)C)NC(C)C)C(CO)O 1-(5-chloro-3-(isopropylamino)-1-((2-(trimethylsilyl)ethoxy)methyl)-1H-pyrazolo[4,3-b]pyridin-7-yl)ethane-1,2-diol